2-amino-N-((6-(difluoromethoxy)-3-pyridazinyl)methyl)-3-methyl-N-((1R)-1-(2-pyrimidinyl)ethyl)-6-quinolinecarboxamide NC1=NC2=CC=C(C=C2C=C1C)C(=O)N([C@H](C)C1=NC=CC=N1)CC=1N=NC(=CC1)OC(F)F